[Cu].[Zr].C(C=C)(=O)[Cr].[Cu] copper alloyl-chromium zirconium copper